CC1=NC(=NC=C1)O[C@H]1CN(CC1)C=1SC2=C(C(N1)=O)C=C(C=C2[N+](=O)[O-])C(F)(F)F (R)-2-(3-((4-methylpyrimidin-2-yl)oxy)pyrrolidin-1-yl)-8-nitro-6-(trifluoromethyl)-4H-benzo[e]-[1,3]thiazin-4-one